C(C)(=O)NC1CCC(OC1Cl)COC(C)=O 5-acetamido-2-(acetoxymethyl)-6-chlorotetrahydro-2H-pyran